BrC1=NC(=NC=C1)OCC1=C(C=C(C=C1)C(F)F)F 4-bromo-2-((4-(difluoromethyl)-2-fluorobenzyl)oxy)pyrimidine